BrC1=CC=CC(=N1)NC1=C(C(=NN1C(C)(C)C)C1=CC=C(C=C1)[N+](=O)[O-])C(=O)N 5-[(6-bromopyridin-2-yl)amino]-1-tert-butyl-3-(4-nitrophenyl)-1H-pyrazole-4-carboxamide